6-Chloro-4-((3-fluoro-6-methoxy-1H-pyrrolo[2,3-b]pyridin-5-yl)oxy)nicotinic acid ethyl ester C(C)OC(C1=CN=C(C=C1OC=1C=C2C(=NC1OC)NC=C2F)Cl)=O